tert-butyl 2-[2-[[2-(2,6-dioxo-3-piperidyl)-1,3-dioxo-isoindolin-4-yl]amino]ethyl]-7-azaspiro[3.5]nonane-7-carboxylate O=C1NC(CCC1N1C(C2=CC=CC(=C2C1=O)NCCC1CC2(C1)CCN(CC2)C(=O)OC(C)(C)C)=O)=O